Trans-4-Hydroxyprolinol Hydrochloride Cl.O[C@@H]1C[C@H](NC1)CO